F[C@@H]1CN(CC[C@@H]1NC1=NN2C(C(=N1)OC)=C(C=C2)C=2C=CC1=C(N(N=N1)[C@@H](C(F)(F)F)C)C2)C N-((3R,4S)-3-fluoro-1-methylpiperidin-4-yl)-4-methoxy-5-(1-((R)-1,1,1-trifluoropropan-2-yl)-1H-benzo[d][1,2,3]triazol-6-yl)pyrrolo[2,1-f][1,2,4]triazin-2-amine